4-(3,4-difluoro-2-methoxyphenyl)-5,6-dimethyl-6-(trifluoromethyl)tetrahydro-2H-pyran-3-carboxylic acid FC=1C(=C(C=CC1F)C1C(COC(C1C)(C(F)(F)F)C)C(=O)O)OC